COC=1C=C2C(=C(C=NC2=CC1OC)S(=O)(=O)C1=CC=C(C=C1)OC)N1CCN(CC1)CCO 2-(4-(6,7-dimethoxy-3-((4-methoxyphenyl)sulfonyl)quinolin-4-yl)piperazin-1-yl)ethan-1-ol